3-((1r,4r)-4-(3-bromo-2-methylphenoxy)cyclohexyl)butan-1-ol BrC=1C(=C(OC2CCC(CC2)C(CCO)C)C=CC1)C